3-(5'-chloro-5-fluoro-2'-methoxy[3,4'-bipyridin]-2-yl)-3-methoxy-5,5-dimethyl-6-oxocyclohex-1-ene-1-carbonitrile ClC=1C(=CC(=NC1)OC)C=1C(=NC=C(C1)F)C1(C=C(C(C(C1)(C)C)=O)C#N)OC